methyl-ammonium chloride salt [Cl-].C[NH3+]